5-tert-amyl-2,4-toluenediamine C(C)(C)(CC)C1=C(C=C(C(C)=C1)N)N